Heptadecan-9-yl 8-((2-hydroxyethyl)(6-(((nonyloxy)carbonyl)oxy)hexyl)amino)octanoate OCCN(CCCCCCCC(=O)OC(CCCCCCCC)CCCCCCCC)CCCCCCOC(=O)OCCCCCCCCC